C(=O)(O)OC(=O)O.FC=1C=CC(=C(C(=O)N(C)C(C)C)C1)N1C=C(C=2C1=CN=CC2)C2CNCCC2 5-fluoro-N-isopropyl-N-methyl-2-(3-(piperidin-3-yl)-1H-pyrrolo[2,3-c]pyridin-1-yl)benzamide dicarbonate